N[C@H](C(=O)OC)CC(CC)=C methyl (S)-2-amino-4-methylenehexanoate